NCCC[Si](O[Si](C)(C)C)(O[Si](C)(C)C)O[Si](C)(C)C Aminopropyltris(trimethylsiloxy)silane